4-(4-bromo-2-(hydroxymethyl)phenyl)-4-hydroxypiperidine-1-carboxylic acid tert-butyl ester C(C)(C)(C)OC(=O)N1CCC(CC1)(O)C1=C(C=C(C=C1)Br)CO